BrC1=CC=C2CC3(CCN(CC3)C(=O)OC(C)(C)C)C(C2=C1)NC(=O)OC(C)(C)C Tert-butyl 6-bromo-1-((tert-butoxycarbonyl)amino)-1,3-dihydrospiro[indene-2,4'-piperidine]-1'-carboxylate